[La].[Mg] magnesium-lanthanum